1-(7-(Aminomethyl)-2-methylquinolin-3-yl)dihydropyrimidine-2,4(1H,3H)-dione trifluoroacetate FC(C(=O)O)(F)F.NCC1=CC=C2C=C(C(=NC2=C1)C)N1C(NC(CC1)=O)=O